4-Aminoindane NC1=C2CCCC2=CC=C1